OC1=C(C(=CC(=C1)CC(C)C)O)C1=C2CC(N(C2=CC=C1C)CC)=O 4-(2,6-Dihydroxy-4-isobutylphenyl)-1-ethyl-5-methylindolin-2-one